Rac-(3aR,6aR)-2-((4-methyl-2-(trifluoromethyl)pyrimidin-5-yl)sulfonyl)-5-(tetrahydro-2H-pyran-4-yl)octahydropyrrolo[3,4-c]pyrrole CC1=NC(=NC=C1S(=O)(=O)N1C[C@H]2CN(C[C@@H]2C1)C1CCOCC1)C(F)(F)F |r|